4-[5-(2-cyclopropylpyrrolidin-1-yl)-[1,2,4]triazolo[1,5-a]pyrimidin-7-yl]benzonitrile C1(CC1)C1N(CCC1)C1=NC=2N(C(=C1)C1=CC=C(C#N)C=C1)N=CN2